Cl.C(C1=CC=CC=C1)NC(=O)N1CC(C(CC1)(C1=CC(=CC=C1)OC)O)CN(C)C N-Benzyl-3-((dimethylamino)methyl)-4-hydroxy-4-(3-methoxyphenyl)piperidine-1-carboxamide hydrochloride